FC1=CC(=C(C=C1)N1CN(C(C2=CC=C(C=C12)C(F)(F)F)=O)C1=CC=C(C(=O)O)C=C1)C 4-(1-(4-fluoro-2-methylphenyl)-4-oxo-7-(trifluoromethyl)-1,4-dihydro-quinazolin-3(2H)-yl)benzoic acid